rhamnopyranosyl-(1→3) α-L-rhamnopyranoside O([C@H]1[C@H](O)[C@H](O)[C@@H](O)[C@@H](O1)C)C1[C@H](O)[C@H](O)[C@@H](O)[C@@H](O1)C